[(3R)-3-(3,4-difluorophenyl)pyrrolidin-1-yl]-(3-pyridazin-4-yl-1H-pyrazol-5-yl)methanone FC=1C=C(C=CC1F)[C@@H]1CN(CC1)C(=O)C1=CC(=NN1)C1=CN=NC=C1